C(C)(C)(C)OC(=O)NCCC(=O)NCCC(=O)NCCC(=O)OCC1=CC=CC=C1 Benzyl 3-[3-[3-(tert-butoxycarbonylamino)propanoylamino]propanoyl amino]propanoate